isopropyl (S)-6-diazo-2-((S)-2-(methylthio)-2-phenylacetamido)-5-oxohexanoate [N+](=[N-])=CC(CC[C@@H](C(=O)OC(C)C)NC([C@H](C1=CC=CC=C1)SC)=O)=O